4-nitrophenol tetra-n-propyl-ammonium salt C(CC)[N+](CCC)(CCC)CCC.[N+](=O)([O-])C1=CC=C(C=C1)O